ClC1=C(C=C2C(=N1)C=CN2)C#N 5-chloro-6-cyano-1H-pyrrolo[3,2-b]pyridine